2,6-Dichloro-5-fluoro-nicotinamide ClC1=C(C(=O)N)C=C(C(=N1)Cl)F